(S)-tert-Butyl(2-methylbutyl)carbamate C(C)(C)(C)OC(NC[C@H](CC)C)=O